8-chloro-11-(1-methyl-piperidin-4-ylidene)-6,11-dihydro-5H-benzo[5,6]cyclohepta-[1,2-b]pyridine ClC=1C=CC2=C(CCC=3C(=NC=CC3)C2=C2CCN(CC2)C)C1